OCCOC(C1=CC(C(=O)OCCO)=CC=C1)=O.[Na].C(#N)CNC1=NNC=C1C=1C=NC(=CC1)N1CC2N(C(C1)C2)CC=2C=NC(=CC2)OC (cyanomethylamino)-4-(6-(6-((6-methoxypyridine-3-yl)methyl)-3,6-diazabicyclo[3.1.1]heptane-3-yl)pyridine-3-yl)pyrazole sodium bis(2-hydroxyethyl)isophthalate